3-methyl-1-(3-(3-methyl-1H-imidazol-3-ium-1-yl)-5-(trifluoromethyl)benzyl)-1H-imidazol-3-ium C[N+]1=CN(C=C1)CC1=CC(=CC(=C1)C(F)(F)F)N1C=[N+](C=C1)C